2-(4-(6-amino-2-((4-cyano-2-fluorobenzyl)oxy)pyrimidin-4-yl)-2,5-difluorobenzyl)-1-(2-methoxyethyl)-1H-benzo[d]imidazole-6-carboxylic acid NC1=CC(=NC(=N1)OCC1=C(C=C(C=C1)C#N)F)C1=CC(=C(CC2=NC3=C(N2CCOC)C=C(C=C3)C(=O)O)C=C1F)F